BrC1=CN=C(N1C)C(=O)NC1=CC(=C(C(=O)NC2[C@@H]3CN(C[C@H]23)C(=O)N[C@@H]2CN(C[C@H]2O)C(=O)OC(C)(C)C)C=C1)Cl tert-butyl (3R,4R)-3-((1R,5S)-6-(4-(5-bromo-1-methyl-1H-imidazole-2-carboxamido)-2-chlorobenzamido)-3-azabicyclo[3.1.0]hexane-3-carboxamido)-4-hydroxypyrrolidine-1-carboxylate